2-((6-(5-((((R)-1-(2-chlorophenyl)ethoxy)carbonyl)amino)-1-methyl-1H-pyrazol-4-yl)-2-methylpyridin-3-yl)carbamoyl)cyclohexane-1-carboxylic acid ClC1=C(C=CC=C1)[C@@H](C)OC(=O)NC1=C(C=NN1C)C1=CC=C(C(=N1)C)NC(=O)C1C(CCCC1)C(=O)O